N-[7-morpholino-5-[4-(5,6,7,8-tetrahydropyrido[3,4-d]pyrimidin-2-ylamino)cyclohexoxy]-1,6-naphthyridin-3-yl]methanesulfonamide O1CCN(CC1)C1=NC(=C2C=C(C=NC2=C1)NS(=O)(=O)C)OC1CCC(CC1)NC=1N=CC2=C(N1)CNCC2